BrC=1C=NN(C1)[C@H]1C[C@@H](N(CC1)CC1=C2C=CN(C2=C(C=C1OC)C)C(=O)OC(C)(C)C)C1=CC=C(C=C1)C(=O)OC |r| (±)-trans-tert-butyl 4-((4-(4-bromo-1H-pyrazol-1-yl)-2-(4-(methoxycarbonyl)phenyl)piperidin-1-yl)methyl)-5-methoxy-7-methyl-1H-indole-1-carboxylate